1-(1,2,3,5,6,7-Hexahydro-s-indacen-4-yl)-3-[[(2R,4S)-4-hydroxytetrahydro-furan-2-yl]methyl-(1-methylpyrazol-4-yl)sulfamoyl]urea, sodium salt [Na].C1CCC2=C(C=3CCCC3C=C12)NC(=O)NS(N(C=1C=NN(C1)C)C[C@@H]1OC[C@H](C1)O)(=O)=O